N-(4-(1-(cyclopropanecarbonyl)indolin-5-yl)-5-methylthiazol-2-yl)-2-(3-(2-(1-(2-(2,6-dioxopiperidin-3-yl)-1,3-dioxoisoindolin-5-yl)piperidin-4-yl)ethoxy)phenyl)acetamide C1(CC1)C(=O)N1CCC2=CC(=CC=C12)C=1N=C(SC1C)NC(CC1=CC(=CC=C1)OCCC1CCN(CC1)C=1C=C2C(N(C(C2=CC1)=O)C1C(NC(CC1)=O)=O)=O)=O